4-ethynylpyridine hydrochloride Cl.C(#C)C1=CC=NC=C1